2,6-dichloro-quinazoline ClC1=NC2=CC=C(C=C2C=N1)Cl